tert-butyl (1'-(4-(1-cyclopropoxy-1-(4-fluorophenyl)-2-((tetrahydro-2H-pyran-2-yl)oxy)ethyl)-6-iodoquinazolin-2-yl)-4-methyl-[1,4'-bipiperidin]-4-yl)carbamate C1(CC1)OC(COC1OCCCC1)(C1=CC=C(C=C1)F)C1=NC(=NC2=CC=C(C=C12)I)N1CCC(CC1)N1CCC(CC1)(C)NC(OC(C)(C)C)=O